N-([1,1'-biphenyl]-4-yl-2',3',4',5',6'-d5)-3-(4,4,5,5-tetramethyl-1,3,2-dioxaborolan-2-yl)-[1,1'-biphenyl]-2',3',4',5',6'-d5-4-amine C1(=CC=C(C=C1)NC1=C(C=C(C=C1)C1=C(C(=C(C(=C1[2H])[2H])[2H])[2H])[2H])B1OC(C(O1)(C)C)(C)C)C1=C(C(=C(C(=C1[2H])[2H])[2H])[2H])[2H]